ethyl 1-[2-(tert-butoxycarbonylamino)propyl]pyrrolo[3,2-b]pyridine-2-carboxylate C(C)(C)(C)OC(=O)NC(CN1C(=CC2=NC=CC=C21)C(=O)OCC)C